O=C1N(CC2=C1C=NC=C2)C21CC3(CC(CC(C2)C3)C1)NC(=O)C1=NC=C(C=C1)F 5-Fluoro-pyridine-2-carboxylic acid [3-(3-oxo-1,3-dihydro-pyrrolo[3,4-c]pyridin-2-yl)-adamantan-1-yl]-amide